CC1=CC=C(C=C1)S(=O)(=O)OC1CC(OC(C1)C1=CC=C(C=C1)\C=C\C(=O)C1=CC=C(C=C1)Br)C1=CC=C(C=C1)Br [2-(4-Bromophenyl)-6-[4-[(E)-3-(4-bromophenyl)-3-oxoprop-1-enyl]phenyl]oxan-4-yl] 4-methylbenzenesulfonate